5-(((8-(4-(trifluoromethyl)phenyl)pyrido[3,4-b]pyrazin-5-yl)amino)methyl)pyrrolidin-2-one FC(C1=CC=C(C=C1)C1=CN=C(C2=NC=CN=C21)NCC2CCC(N2)=O)(F)F